C1(=CC=CC=C1)N1N=C(C=C1)C1=CC=C2C(=N1)C(=CS2)C2=CC=NC=C2 5-(1-phenyl-1H-pyrazol-3-yl)-3-(pyridin-4-yl)thieno[3,2-b]pyridine